4-Hydroxyvinylbenzene OC=CC1=CC=CC=C1